N-(2-(3-(Dimethylamino)propoxy)-5-(3'-methyl-2'-oxo-2',3'-dihydrospiro[cyclobutane-1,1'-pyrrolo[2,3-c]quinolin]-8'-yl)pyridin-3-yl)-2,6-dimethylmorpholine-4-sulfonamide CN(CCCOC1=NC=C(C=C1NS(=O)(=O)N1CC(OC(C1)C)C)C1=CC=2C3=C(C=NC2C=C1)N(C(C31CCC1)=O)C)C